(E)-2-((R)-1,2-dimethylpyrrolidin-2-yl)-N-((1-hydroxy-1,2,3,5,6,7-hexahydro-s-indacen-4-yl)carbamoyl)ethene-1-sulfonamide CN1[C@@](CCC1)(C)/C=C/S(=O)(=O)NC(NC1=C2CCC(C2=CC=2CCCC12)O)=O